Ethyl p-hydroxybenzoate (Ethyl 4-hydroxybenzoate) C(C)C1=C(C(=O)O)C=CC(=C1)O.OC1=CC=C(C(=O)OCC)C=C1